C1(=CC(=CC=C1)C(C)C)C(C)C 2,2'-(1,3-phenylene)dipropane